C1(=CC=CC=C1)C1=NC(=NC2=CC=CC=C12)C1=NC=C(C=C1)C 4-phenyl-2-(5-methylpyridin-2-yl)-quinazoline